5-(p-chlorophenyl)-4-pyrimidinylamine ClC1=CC=C(C=C1)C=1C(=NC=NC1)N